C(=O)O.BrC1=CN=C2C(=NC(=NN21)N2CCN(CC2)C)NCC2=NC1=C(N2)C=CC=C1OC 7-bromo-N-[(4-methoxy-1H-benzimidazol-2-yl)methyl]-2-(4-methylpiperazin-1-yl)imidazo[2,1-f][1,2,4]triazin-4-amine formate